COC(=O)[C@@H]1CN(C[C@H]1C=1SC=CC1)CC1=CC=CC=C1 |r| (±)-trans-1-benzyl-4-(thiophen-2-yl)pyrrolidine-3-carboxylic acid methyl ester